CC1=NC(=CC2=C1C=CN2C(=O)OC(C)(C)C)C(=O)OC 1-(tert-butyl) 6-methyl 4-methyl-1H-pyrrolo[3,2-c]pyridine-1,6-dicarboxylate